C(C)(C)(C)C=1C=C(C(=CC1O)C)SC=1C(=CC(=C(C1)C(C)(C)C)O)C 6,6'-di-tert.-butyl-4,4'-thio-di-m-cresol